aminoacetic acid (aminoxyacetate) O(N)CC(=O)O.NCC(=O)O